methoxydimethyl-ethyl-silane CO[Si](CC)(C)C